cyclopropoxypyrimidin C1(CC1)OC1=NC=CC=N1